COC1=CC=C(C=C1)C(OC[C@@]1(O[C@H](CN(C1)C1CCCCC1)N1C(NC(C(=C1)C)=O)=O)CO)(C1=CC=CC=C1)C1=CC=C(C=C1)OC 1-[(2R,6S)-6-[[bis(4-methoxyphenyl)-phenyl-methoxy]methyl]-4-cyclohexyl-6-(hydroxy-methyl)morpholin-2-yl]-5-methyl-pyrimidine-2,4-dione